CN(C(CCC)CCCCCCCCC\C=C/C\C=C/CCCCC)C (14Z,17Z)-N,N-dimethyltricosa-14,17-dien-4-amine